isoindole fluorine boron [B].[F].C=1NC=C2C=CC=CC12